(3-([METHYL(PYRIDIN-3-YLMETHYL)AMINO]METHYL)PHENYL)BORANEDIOL CN(CC=1C=NC=CC1)CC=1C=C(C=CC1)B(O)O